CC1CC2(N(C(C1)C2)C(=O)OC(C)(C)C)C(CC)OCCOC(F)(F)F tert-butyl cis-3-methyl-1-(1-(2-(trifluoromethoxy)ethoxy)propyl)-6-azabicyclo[3.1.1]heptane-6-carboxylate